(R)-2-methyl-N-((R)-1-(3-(pentafluorosulfanyl)phenyl)ethyl)propane-2-sulfinylamine CC(C)(C)[S@@](=O)N[C@H](C)C1=CC(=CC=C1)S(F)(F)(F)(F)F